N-(benzo[d]thiazol-2-yl)-4-bromo-2-chlorobenzamide S1C(=NC2=C1C=CC=C2)NC(C2=C(C=C(C=C2)Br)Cl)=O